N-((S)-4-methyl-1-oxo-1-(((S)-3-oxo-1-((S)-2-oxopyrrolidin-3-yl)-4-(trifluoromethoxy)butan-2-yl)amino)pentan-2-yl)imidazo[1,2-a]pyridine-2-carboxamide CC(C[C@@H](C(N[C@@H](C[C@H]1C(NCC1)=O)C(COC(F)(F)F)=O)=O)NC(=O)C=1N=C2N(C=CC=C2)C1)C